FC(OC1=C(C=CC=C1)[C@H]1CCN2N1C=1C=C(C=CC1C2=O)C=2C=NC(=NC2)N2[C@H](CCC2)COC)F (R)-3-(2-(difluoromethoxy)phenyl)-6-(2-((R)-2-(methoxymethyl)pyrrolidin-1-yl)pyrimidin-5-yl)-2,3-dihydropyrazolo[1,2-a]indazol-9(1H)-one